CC=1N=C2N(C=CC=C2)C1N 2-methylimidazo[1,2-A]pyridin-3-amine